2,5-dimethyl-octanoic acid CC(C(=O)O)CCC(CCC)C